COC([C@H]([C@@H](C1=CC=C(C=C1)S(=O)(=O)C)O)N)=O (2S,3R)-2-amino-3-hydroxy-3-(4-methylsulfonyl-phenyl)propionic acid methyl ester